C(=O)C=1C(=C(NC1CCC)C(=O)[O-])C 4-formyl-3-methyl-5-propyl-1H-pyrrole-2-carboxylate